NC1=C2C(=NC=N1)N(N=C2C(=O)O)C2=CC=CC=C2 4-amino-1-phenyl-1H-pyrazolo[3,4-d]pyrimidine-3-carboxylic acid